(6-hydrazineylpyridin-3-yl)(imino)(methyl)-λ6-sulfanone N(N)C1=CC=C(C=N1)S(=O)(C)=N